COC[C@@H](CC(C)C)NC(C1=CC(=C(C=C1)C)C)=O (R)-N-(1-methoxy-4-methylpentan-2-yl)-3,4-dimethylbenzamide